COC=1C=C(C(=O)SC(CCCCCCCCC)C=2C(=C3C(C=CC(C3=C(C2)OC)=NO)=NO)OC)C=C(C1OC)OC 6-[1-(3,4,5-trimethoxybenzoyl)thio-n-decyl]-5,8-dimethoxy-1,4-naphthalenedione dioxime